3-[[2-(trifluoromethyl)pyridine-4-yl]methyl]urea FC(C1=NC=CC(=C1)CNC(N)=O)(F)F